C12(CC3CC(CC(C1)C3)C2)N=C(NC(N)=NC23CC1CC(CC(C2)C1)C3)N diadamantyl-biguanide